5-[4-cyclopropyl-6-(difluoromethoxy)pyrimidin-5-yl]-1H-pyrazolo[4,3-d]pyrimidine C1(CC1)C1=NC=NC(=C1C=1N=CC2=C(N1)C=NN2)OC(F)F